2-cyano-3,6-diethoxypyridin-4-one C(#N)C1=NC(=CC(C1OCC)=O)OCC